1-cyclopropyl-6-(4-((3aR,6aS)-5-isobutylhexahydropyrrolo[3,4-c]pyrrol-2(1H)-yl)phenyl)-2-(4-(methylsulfonyl)phenyl)-1H-imidazo[4,5-c]pyridine C1(CC1)N1C(=NC=2C=NC(=CC21)C2=CC=C(C=C2)N2C[C@@H]1CN(C[C@@H]1C2)CC(C)C)C2=CC=C(C=C2)S(=O)(=O)C